N-(n-propyl)-N-phenylalanine C(CC)N([C@@H](C)C(=O)O)C1=CC=CC=C1